C1=CC=CC=2C1=CC=1C=CC3=C4C(=CC=5C=CC2C1C35)C=CC=C4 dibenzo[A,H]pyrene